(Z)-3,4,4-trifluoro-4-(o-tolylsulfonyl)but-2-en-1-amine hydrochloride Cl.F\C(=C/CN)\C(S(=O)(=O)C1=C(C=CC=C1)C)(F)F